3-(isoquinolin-4-yl)-1-(4-methoxy-6-(trifluoromethyl)pyridin-3-yl)-2-oxoimidazoline-4-carbonitrile C1=NC=C(C2=CC=CC=C12)N1C(N(CC1C#N)C=1C=NC(=CC1OC)C(F)(F)F)=O